tert-butyl (2R,5S)-4-(6-chloro-1-(4,6-diisopropylpyrimidin-5-yl)-7-(2-fluorophenyl)-2-oxo-1,2-dihydropyrido[2,3-d]pyrimidin-4-yl)-2,5-dimethylpiperazine-1-carboxylate ClC1=CC2=C(N(C(N=C2N2C[C@H](N(C[C@@H]2C)C(=O)OC(C)(C)C)C)=O)C=2C(=NC=NC2C(C)C)C(C)C)N=C1C1=C(C=CC=C1)F